C1(CC1)CC=1N(C(=CC1C=1SC(=C(N1)C(=O)O)C)C1=CC(=CC=C1)C([2H])([2H])[2H])CC1=CC(=C(C=C1)S(N)(=O)=O)F 2-(2-(cyclopropylmethyl)-1-(3-fluoro-4-sulfamoylbenzyl)-5-(3-(methyl-d3)phenyl)-1H-pyrrol-3-yl)-5-methylthiazole-4-carboxylic acid